C(C)(C)(C)OC(=O)N1C(CCC1)C1=C(C=CC=C1)C(C)C 2-(2-isopropylphenyl)pyrrolidine-1-carboxylic acid tert-butyl ester